3-(2,4-difluorophenoxy)propan-1-amine FC1=C(OCCCN)C=CC(=C1)F